6-chloro-N-isobutyl-2-(4-methylpiperazin-1-yl)pyrido[3,4-d]pyrimidin-4-amine ClC1=CC2=C(N=C(N=C2NCC(C)C)N2CCN(CC2)C)C=N1